C1(CCCCCCCCCCCCCC1)C(=O)OCCCCCC(CCCCCSCC(CCCCCC)OC(CCC1CCCCC1)=O)N(C)CCCCO 11-((2-((3-Cyclohexylpropanoyl)oxy)octyl)thio)-6-((4-hydroxybutyl)(methyl)-amino)undecyl cyclopentadecanecarboxylate